1-methyl-N-[4-[3-(1-methyl-2-piperidyl)phenoxy]-6-(o-tolyl)-5-(1,1,2,2,2-pentafluoroethyl)pyrimidin-2-yl]pyrazole-4-sulfonamide CN1N=CC(=C1)S(=O)(=O)NC1=NC(=C(C(=N1)OC1=CC(=CC=C1)C1N(CCCC1)C)C(C(F)(F)F)(F)F)C1=C(C=CC=C1)C